NC1=CC=C(C=C1)C1CCC(CC1)=O 4-(p-aminophenyl)cyclohexanone